(2r,3s)-2-(3,4-dihydroxyphenyl)-6-[(2r,3s,4r)-2-(3,4-dihydroxyphenyl)-3,5,7-trihydroxy-3,4-dihydro-2H-benzopyran-4-yl]-3,4-dihydro-2H-benzopyran-3,5,7-triol OC=1C=C(C=CC1O)[C@H]1OC=2C(C[C@@H]1O)=C(C(=C(C2)O)[C@H]2[C@@H]([C@H](OC1=C2C(=CC(=C1)O)O)C1=CC(=C(C=C1)O)O)O)O